OC[C@@]1(N2[C@@H](C[C@](C1=O)(CC2)C)C(F)(F)F)COC (1S,2R,4R,6S)-2-(hydroxymethyl)-2-(methoxymethyl)-4-methyl-6-(trifluoromethyl)quinuclidin-3-one